1,4-bis(hydroxy-methyl)-cyclohexane OCC1CCC(CC1)CO